1-[3-(4-Chloro-2-methyl-2H-pyrazol-3-yl)-4-methoxy-phenyl]-3-(2,4-dichloro-phenyl)-urea ClC1=C(N(N=C1)C)C=1C=C(C=CC1OC)NC(=O)NC1=C(C=C(C=C1)Cl)Cl